O=C1C=C(OC2=C1C=CC=1NC(=NC12)C(F)(F)F)C1=CC=C(C=O)C=C1 4-(6-oxo-2-(trifluoromethyl)-3,6-dihydrochromeno[7,8-d]imidazol-8-yl)benzaldehyde